3-((2-(2-chloro-5-(3,5-dimethyl-2,6-dioxo-4-thioxo-1,3,5-triazin-1-yl)-4-fluorophenoxy)propionyl)thio)propanoic acid methyl ester COC(CCSC(C(C)OC1=C(C=C(C(=C1)N1C(N(C(N(C1=O)C)=S)C)=O)F)Cl)=O)=O